C=1(C(=CC(=CC1)S(=O)(=O)O)S(=O)(=O)O)OC anisole-2,4-disulfonic acid